4-chloro-3-(trifluoromethyl)-1H-Pyrazole ClC=1C(=NNC1)C(F)(F)F